C12CCC(CC1)N2C=2C=CC(=NC2)N2C=C(C=C2C)C(=O)NC2=CC(=CC(=C2)NS(=O)(=O)C)Cl 1-(5-(7-azabicyclo[2.2.1]heptan-7-yl)pyridin-2-yl)-N-(3-chloro-5-(methylsulfonamido)phenyl)-5-methyl-1H-pyrrole-3-carboxamide